2-((4-((5-(3-(((S)-1-(1H-tetrazol-1-yl)propan-2-yl)oxy)-4-chlorophenyl)pyrimidin-2-yl)amino)-1-((1r,4r)-4-((2S,6R)-2,6-dimethylmorpholino)cyclohexyl)-1H-pyrazol-3-yl)oxy)ethan-1-ol N1(N=NN=C1)C[C@H](C)OC=1C=C(C=CC1Cl)C=1C=NC(=NC1)NC=1C(=NN(C1)C1CCC(CC1)N1C[C@@H](O[C@@H](C1)C)C)OCCO